COCC=1C=C(C=CC1OC1=CC=CC=C1)N1C(N(C(NC1=O)=O)C1=CC(=CC=C1)C)=O 1-[3-(methoxymethyl)-4-phenoxyphenyl]-3-(3-methylphenyl)-1,3,5-triazinane-2,4,6-trione